(3S,4S)-8-(2-((2-chloro-3-(1-methyl-1H-pyrazole-3-yl)phenyl)mercapto)pteridine-6-yl)-3-methyl-2-oxa-8-azaspiro[4.5]decane-4-amine ClC1=C(C=CC=C1C1=NN(C=C1)C)SC1=NC2=NC=C(N=C2C=N1)N1CCC2([C@@H]([C@@H](OC2)C)N)CC1